3-chloro-5-cyano-4,6-dimethylpicolinic acid ClC=1C(=NC(=C(C1C)C#N)C)C(=O)O